C(C)N1C=NC2=C1N=NC=C2C=2C=CC(=C(C2)C=2C(=CC=1N(C2)C(=CN1)CO)OC)F (6-(5-(7-Ethyl-7H-imidazo[4,5-c]pyridazin-4-yl)-2-fluorophenyl)-7-methoxyimidazo[1,2-a]pyridin-3-yl)methylalcohol